C(C)(C)(C)OC(=O)N1CCC(CC1)N1N=CC(=C1)C=1C(=C(C(=NC1)C(=O)NCC(=O)O)O)C (5-(1-(1-(Tert-butoxycarbonyl)piperidin-4-yl)-1H-pyrazol-4-yl)-3-hydroxy-4-methylpicolinoyl)glycine